C(#N)C=1C=NN2C1C(=CC(=C2)C=2C=NN(C2)C)N2CC(C2)C(=O)O 1-(3-cyano-6-(1-methyl-1H-pyrazol-4-yl)pyrazolo[1,5-a]Pyridin-4-yl)azetidine-3-carboxylic acid